3-[4-(2-ethoxyethoxy)phenyl]-2-hydroxypropionic acid ethyl ester C(C)OC(C(CC1=CC=C(C=C1)OCCOCC)O)=O